(R)-6-(3-(2-bromophenyl)-4-methylpiperazin-1-yl)-N2,N4-dimethylpyrimidine-2,4-diamine BrC1=C(C=CC=C1)[C@@H]1CN(CCN1C)C1=CC(=NC(=N1)NC)NC